bis(4-isocyanatomethylphenyl)sulfide N(=C=O)CC1=CC=C(C=C1)SC1=CC=C(C=C1)CN=C=O